N-(tert-butoxycarbonyl)-N-methyl-L-valine C(C)(C)(C)OC(=O)N([C@@H](C(C)C)C(=O)O)C